3-(4-Bromo-2,5-dimethoxyphenethyl)-1,1-dimethylurea BrC1=CC(=C(CCNC(N(C)C)=O)C=C1OC)OC